trans-4-(4-n-propylcyclohexyl)cyclohexanone C(CC)[C@@H]1CC[C@H](CC1)C1CCC(CC1)=O